COC(C1CCN(CC1)C=1C=C(C=CC1)S(=O)(=O)N1CCC(CC1)NC(OC(C)(C)C)=O)OC tert-butyl (1-((3-(4-(dimethoxymethyl)piperidin-1-yl)phenyl)sulfonyl) piperidin-4-yl)carbamate